BrC=1C=C(C=CC1Br)[B] 3,4-dibromophenylboron